C(C)(C)(C)OC(NCCC1=CC=C(C=C1)OCCCN1CCOCC1)=O 4-(3-morpholinopropoxy)phenethylcarbamic acid tert-butyl ester